C(C)(=O)N[C@H](C(=O)N[C@H](C(=O)OCC)CC1=CC=C(C=C1)F)CC1=NC2=C(N1CC)C=CC(=C2)N(CCCl)CCCl Ethyl (2S)-2-[[(2S)-2-acetamido-3-[5-[bis(2-chloroethyl)amino]-1-ethyl-benzimidazol-2-yl]propanoyl]amino]-3-(4-fluorophenyl)propanoate